methyl (R)-6-(tert-butyl)-2-oxo-10-((8-oxo-8-(pentyloxy) octyl) oxy)-6,7-dihydro-2H-pyrido[2',1':3,4]pyrazino[1,2-b]indazole-3-carboxylate C(C)(C)(C)[C@H]1N2C(C=3N(N=C4C(=CC=CC34)OCCCCCCCC(OCCCCC)=O)C1)=CC(C(=C2)C(=O)OC)=O